NC1=CC=C(C=C1)N1CCC(CC1)CN1CCC2(CN(C2)C=2C=C3CN(C(C3=CC2)=O)C2C(NC(CC2)=O)=O)CC1 3-[5-[7-[[1-(4-aminophenyl)-4-piperidyl]methyl]-2,7-diazaspiro[3.5]nonan-2-yl]-1-oxo-isoindolin-2-yl]-piperidine-2,6-dione